6-(6-carbamoyl-pyridin-3-yl)-4-(isopropylamino)-N-((1r,4r)-4-(methylcarbamoyl)cyclohexyl)pyrrolo[1,2-b]pyridazine-3-carboxamide C(N)(=O)C1=CC=C(C=N1)C=1C=C2N(N=CC(=C2NC(C)C)C(=O)NC2CCC(CC2)C(NC)=O)C1